N-(4-fluorobenzyl)-1,2,4-triazine-3-carboxamide FC1=CC=C(CNC(=O)C=2N=NC=CN2)C=C1